N-{5H,6H,7H-cyclopenta[b]pyridin-2-yl}-N-(2-cyclopropyl-4-iodo-5-methylphenyl)-3-[(2S)-oxolan-2-yl]prop-2-ynamide N1=C2C(=CC=C1N(C(C#C[C@H]1OCCC1)=O)C1=C(C=C(C(=C1)C)I)C1CC1)CCC2